phenyl-(4-fluorophenyl)phosphine oxide C1(=CC=CC=C1)P(C1=CC=C(C=C1)F)=O